rac-(2,2-Dimethyl-1,3-dioxolan-4-yl)methanamine CC1(OC[C@H](O1)CN)C |r|